7-(1-chloroethyl)-9-methyl-5-(piperidin-1-yl)imidazo[1,2-c]quinazoline ClC(C)C1=CC(=CC=2C=3N(C(=NC12)N1CCCCC1)C=CN3)C